C(C)C1OC=2CCCC(C2C(C1)C=CC)=O 2-Ethyl-4-(prop-1-en-1-yl)-2,3,4,6,7,8-hexahydro-5H-chromen-5-one